4-(4-Acrylpiperazin-1-yl)-8-((2-amino-7-fluorobenzo[d]thiazol-4-yl)oxy)-2-(2-methyl-1,2,3,4-tetrahydroisoquinolin-5-yl)quinoline-3-carbonitrile C(=O)(C=C)N1CCN(CC1)C1=C(C(=NC2=C(C=CC=C12)OC1=CC=C(C2=C1N=C(S2)N)F)C2=C1CCN(CC1=CC=C2)C)C#N